N-(4-(1H-imidazol-1-yl)benzyl)-N-(3-methoxybenzyl)-2-((2-(2-morpholinoethoxy)ethoxy)methyl)pyridin-4-amine N1(C=NC=C1)C1=CC=C(CN(C2=CC(=NC=C2)COCCOCCN2CCOCC2)CC2=CC(=CC=C2)OC)C=C1